(((1-phenyl-1H-pyrazol-4-yl)methyl)amino)isonicotinic acid C1(=CC=CC=C1)N1N=CC(=C1)CNC1=C(C(=O)O)C=CN=C1